2,3,5-trimethyl-4-nitropyridine CC1=NC=C(C(=C1C)[N+](=O)[O-])C